carbamoylmethyl benzoate (carbamoylmethyl benzoate) C(N)(=O)CC1=C(C(=O)O)C=CC=C1.C(C1=CC=CC=C1)(=O)OCC(N)=O